C(C)(=O)OC1(CCOCC1)C(NC1=CC=C(C=C1)C=1OC2=C(N1)C=CC=C2F)=O [4-[[4-(7-fluoro-1,3-benzooxazol-2-yl) phenyl] carbamoyl] tetrahydropyran-4-yl] acetate